N[C@H](CC=1C=C2N(N=C(C=C2NCC=2SC=CC2)Cl)C1)[C@H](C)F 6-((2R,3S)-2-amino-3-fluorobutyl)-2-chloro-N-(thiophen-2-ylmethyl)pyrrolo[1,2-b]pyridazin-4-amine